2-(1-benzhydryl-azetidin-3-ylidene)butan-1-ol C(C1=CC=CC=C1)(C1=CC=CC=C1)N1CC(C1)=C(CO)CC